C(#N)C=1C=C(SC1)[C@H](CO)NC(OC(C)(C)C)=O tert-butyl (S)-(1-(4-cyanothiophen-2-yl)-2-hydroxyethyl)carbamate